C(C)OC=1C=C(C=CC1)C1=CN=C(O1)CSC1=NC(=NC(=N1)C)N 4-({[5-(3-Ethoxyphenyl)-1,3-oxazol-2-yl]methyl}sulfanyl)-6-methyl-1,3,5-triazin-2-amin